Cl.Cl.N(=NC(C)(C)C1=NCCCN1)C(C)(C)C1=NCCCN1 2,2'-azobis[2-(3,4,5,6-tetrahydropyrimidinyl)propane] dihydrochloride